OC1(CNC2=C3N=CN(C3=NC=N2)[C@H]2[C@@H](O)[C@H](O)[C@H](O2)CO)CC(=CO1)OC 6-(2-Hydroxy-4-methoxyfurfurylamino)-9-β-D-arabinofuranosylpurin